FCCOC=1C=C(/C=C/C2=CC=C(C=C2)N(C(OC(C)(C)C)=O)C(C)C)C=CC1[N+](=O)[O-] tert-Butyl (E)-(4-(3-(2-Fluoroethoxy)-4-nitrostyryl)phenyl)-(isopropyl)carbamate